(S)-3-(3-((4-(3-(3-((17-azido-3,6,9,12,15-pentaoxaheptadecyl)carbamoyl)-2-methylphenyl)ureido)benzyl)carbamoyl)pyrrolidin-1-yl)-3-oxopropanoic acid N(=[N+]=[N-])CCOCCOCCOCCOCCOCCNC(=O)C=1C(=C(C=CC1)NC(NC1=CC=C(CNC(=O)[C@@H]2CN(CC2)C(CC(=O)O)=O)C=C1)=O)C